The molecule is a nucleoside analogue that is adenine in which the nitrogen at position 9 has been substituted by a tetrahydrofuran-2-yl group. It is an adenylate cyclase inhibitor. It has a role as an EC 4.6.1.1 (adenylate cyclase) inhibitor. It is a nucleoside analogue and a member of oxolanes. It derives from an adenine. C1CC(OC1)N2C=NC3=C(N=CN=C32)N